F[C@@H]1[C@@]2(C[C@@H]([C@](C[C@H]1OC=1N=CC(=NC1)C1=C(C=C(C=C1)N1C=NC=C1)O)(N2)C)F)C 2-(5-(((1S,2R,3R,5S,6S)-2,6-difluoro-1,5-dimethyl-8-azabicyclo[3.2.1]octan-3-yl)oxy)pyrazin-2-yl)-5-(1H-imidazol-1-yl)phenol